(2-hydroxy-3-methacryloylpropyl)-4-methoxyphenyl ether OC(CC1=C(C=CC(=C1)OC)OC1=C(C=C(C=C1)OC)CC(CC(C(=C)C)=O)O)CC(C(=C)C)=O